3,3-dimethyl-2-[(2,2,2-trifluoroacetyl)amino]butanamide CC(C(C(=O)N)NC(C(F)(F)F)=O)(C)C